(3aR,5s,6aS)-2-((1H-indol-6-yl)methyl)-N-(6-(cyclohexylsulfonyl)pyridazin-3-yl)octahydrocyclopenta[c]pyrrol-5-amine N1C=CC2=CC=C(C=C12)CN1C[C@@H]2[C@H](C1)CC(C2)NC=2N=NC(=CC2)S(=O)(=O)C2CCCCC2